2-[6'-chloro-4-(4-methyl-1,2,4-triazol-3-yl)-[3,4'-bipyridin]-2'-yl]-6-[(4,4-difluoropiperidin-1-yl)methyl]-4-(trifluoromethyl)-3H-isoindol-1-one ClC1=CC(=CC(=N1)N1C(C2=CC(=CC(=C2C1)C(F)(F)F)CN1CCC(CC1)(F)F)=O)C=1C=NC=CC1C1=NN=CN1C